C(C)(=O)OCC1=NC(=NC(=C1F)NC1=NNC(=C1)C)N(C)C1C[C@H]2CCC[C@@H](C1)N2S(=O)(=O)CC (2-(((1R,3s,5S)-9-(ethylsulfonyl)-9-azabicyclo[3.3.1]nonan-3-yl)(methyl)amino)-5-fluoro-6-((5-methyl-1H-pyrazol-3-yl)amino)pyrimidin-4-yl)methyl acetate